4-(1-(4-fluorophenyl)-5-hydroxy-2-(1-methoxy-2-methylpropan-2-yl)-1H-indol-3-yl)benzoic acid FC1=CC=C(C=C1)N1C(=C(C2=CC(=CC=C12)O)C1=CC=C(C(=O)O)C=C1)C(COC)(C)C